N-{(S)-1-[4-fluoro-3-(trifluoromethyl)phenyl]ethyl}-4-[(S)-5-methyl-1,4-diazepan-1-yl]-8-cyclopropyl-6-methyl-1,7-diaza-3-naphthamide FC1=C(C=C(C=C1)[C@H](C)NC(=O)C=1C=NC2=C(N=C(C=C2C1N1CCN[C@H](CC1)C)C)C1CC1)C(F)(F)F